(R)-1,3-bis(4-methoxyphenyl)-3-((R)-1,4-dioxaspiro[4.5]decan-2-yl)propan-1-one COC1=CC=C(C=C1)C(C[C@@H]([C@H]1OC2(OC1)CCCCC2)C2=CC=C(C=C2)OC)=O